5-(3-(3-(1H-1,2,3-triazol-4-yl)pyrrolidin-1-yl)-4,5-dihydroisoxazol-5-yl)-N-(5,6-difluoro-2,3-dihydro-1H-inden-2-yl)pyrimidin-2-amine N1N=NC(=C1)C1CN(CC1)C1=NOC(C1)C=1C=NC(=NC1)NC1CC2=CC(=C(C=C2C1)F)F